ClC1=CC(=C(C=C1)C=1C=C(C(N(N1)C=1C=NC=CC1)=O)C(=O)O)F 6-(4-Chloro-2-fluorophenyl)-3-oxo-2-(pyridin-3-yl)-2,3-dihydropyridazine-4-carboxylic acid